(6-Fluoro-8-methoxy-1,4-dimethyl-1,3,4,5-tetrahydropyrido[4,3-b]indol-2-yl)-(5-methyl-1H-pyrazol-3-yl)methanon FC1=CC(=CC=2C3=C(NC12)C(CN(C3C)C(=O)C3=NNC(=C3)C)C)OC